aminotrimethylene sulfide NC1CCS1